orthophosphoric acid ethanolamine salt C(O)CN.P(O)(O)(O)=O